N-(2-(3-cyclopropyl-3,8-diazabicyclo[3.2.1]octan-8-yl)-5-(4-(2,6-dichloro-3,5-dimethoxyphenyl)imidazo[1,2-a][1,6]naphthyridin-8-yl)-4-methoxyphenyl)acrylamide C1(CC1)N1CC2CCC(C1)N2C2=C(C=C(C(=C2)OC)C2=NC=C1C=C(C=3N(C1=C2)C=CN3)C3=C(C(=CC(=C3Cl)OC)OC)Cl)NC(C=C)=O